N-(3-fluoro-4-(1-methyl-6-(1-Boc-pyrazol-4-yl)-1H-indazol-5-yloxy)phenyl)-6-methylsulfanyl-2-oxo-1-(4-fluorophenyl)-1,2-dihydropyridine-3-carboxamide FC=1C=C(C=CC1OC=1C=C2C=NN(C2=CC1C=1C=NN(C1)C(=O)OC(C)(C)C)C)NC(=O)C=1C(N(C(=CC1)SC)C1=CC=C(C=C1)F)=O